BrC1=C2N=CC(=NC2=CC(=C1)C)C(OC)=S O-methyl 5-bromo-7-methylquinoxaline-2-carbothioate